FC1(CC(C1)C1=C(C=C(C=C1)C(NC(=O)C1N(CC(C1)F)C(CC=1OC=CN1)=O)C1=CC=CC=C1)F)F N-{[4-(3,3-difluorocyclobutyl)-3-fluorophenyl](phenyl)methyl}-4-fluoro-1-[2-(1,3-oxazol-2-yl)acetyl]pyrrolidine-2-carboxamide